1-(4-chloro-2-(5-(tetrahydro-2H-pyran-4-yl)furan-2-carboxamido)phenyl)-N,N,4-trimethyl-piperidine-4-carboxamide ClC1=CC(=C(C=C1)N1CCC(CC1)(C(=O)N(C)C)C)NC(=O)C=1OC(=CC1)C1CCOCC1